(R,E)-1-(4-(Dimethylamino)but-2-enoyl)-N-(2-(4-(pyrazolo[1,5-b]pyridazin-3-yl)-1H-pyrrolo[2,3-b]pyridin-2-yl)ethyl)piperidine-2-carboxamide Formate Salt C(=O)O.CN(C/C=C/C(=O)N1[C@H](CCCC1)C(=O)NCCC1=CC=2C(=NC=CC2C=2C=NN3N=CC=CC32)N1)C